[F-].[In+3].[F-].[F-] indium fluoride